3-(5-(((S)-1-((7-Fluoroisoquinolin-3-yl)methyl)pyrrolidin-3-yl)oxy)-1-oxoisoindolin-2-yl)piperidine-2,6-dione FC1=CC=C2C=C(N=CC2=C1)CN1C[C@H](CC1)OC=1C=C2CN(C(C2=CC1)=O)C1C(NC(CC1)=O)=O